N-(3-((4-((3-chloro-2-fluorophenyl)amino)-7-methoxyquinazolin-6-yl)oxy)cyclobutyl)acrylamide ClC=1C(=C(C=CC1)NC1=NC=NC2=CC(=C(C=C12)OC1CC(C1)NC(C=C)=O)OC)F